2-bromo-4-(3-(ethyl-(3-phenylpropyl)amino)propyl)phenol BrC1=C(C=CC(=C1)CCCN(CCCC1=CC=CC=C1)CC)O